COC=1C(=NC(=NC1C1=CC(=CC=C1)C1=NN(C=C1)C)C1=CC=NC=C1)NC1=CC=NC=C1 5-methoxy-6-(3-(1-methyl-1H-pyrazol-3-yl)phenyl)-N,2-di(pyridin-4-yl)pyrimidin-4-amine